C(C1=CC=CC=C1)N(C=1C(=C2C(=CC1)COCC21CC=2N=C(N=C(C2CO1)N1CCOCCC1)S(=O)(=O)C)Br)CC1=CC=CC=C1 N,N-dibenzyl-5-bromo-2'-(methylsulfonyl)-4'-(1,4-oxazepan-4-yl)-5',8'-dihydrospiro[isochromane-4,7'-pyrano[4,3-d]pyrimidin]-6-amine